C(C1=CC=CC=C1)OC1(COCCC1=O)C(F)(F)F 3-benzyloxy-3-(trifluoromethyl)tetrahydropyran-4-one